Cl.Cl.ClC1=C(C=CC2=C1N(C=N2)CCC[C@H]2NCCC[C@@H]2O)C(F)(F)F (2R,3S)-2-(3-(7-chloro-6-(trifluoromethyl)-1H-benzo[d]imidazol-1-yl)propyl)piperidin-3-ol dihydrochloride